5-fluoro-2-((1-(6-methyl-2-(2-methyl-2H-indazol-5-yl)-4-oxo-4H-chromen-8-yl)ethyl)amino)benzoic acid FC=1C=CC(=C(C(=O)O)C1)NC(C)C=1C=C(C=C2C(C=C(OC12)C1=CC2=CN(N=C2C=C1)C)=O)C